CC1=C2C(N(C(C2=CC=C1)=O)CC(=O)O)=O methyl-1,3-dioxo-2H-isoindole-2-acetic acid